CN1N=CC=2C1=C(N=NC2C2=C(C=C(C=C2)C(F)(F)F)O)N[C@H]2CN(CCC2)C 2-(1-methyl-7-{[(3R)-1-methylpiperidin-3-yl]amino}-1H-pyrazolo[3,4-d]pyridazin-4-yl)-5-(trifluoromethyl)phenol